(Z)-1-((2-(2,6-dioxopiperidin-3-yl)-1,3-dioxoisoindolin-4-yl)amino)-N-(2-(4-(1,2-diphenylbut-1-en-1-yl)phenoxy)ethyl)-N-methyl-3,6,9,12,15-pentaoxaoctadecan-18-amide O=C1NC(CCC1N1C(C2=CC=CC(=C2C1=O)NCCOCCOCCOCCOCCOCCC(=O)N(C)CCOC1=CC=C(C=C1)\C(=C(\CC)/C1=CC=CC=C1)\C1=CC=CC=C1)=O)=O